FC1C(C(NC=2C=NN(C2C=2C=CN=C(CCC1)C2)C)=O)C 10-fluoro-3,9-dimethyl-3,4,7,15-tetraazatricyclo[12.3.1.02,6]Octadecan-1(18),2(6),4,14,16-pentaen-8-one